(S)-4-(4-chloro-2-fluorophenyl)-2-(3-(1-cyclopropyl-1H-pyrazol-4-yl)-4-methylpiperazin-1-yl)-6,7-dimethylpteridine ClC1=CC(=C(C=C1)C1=NC(=NC2=NC(=C(N=C12)C)C)N1C[C@@H](N(CC1)C)C=1C=NN(C1)C1CC1)F